(6-amino-n-hexyl)(trimethoxy)silane NCCCCCC[Si](OC)(OC)OC